ClC1=CC=C(CN2C(NC3=C(C2=O)CN(CC3)C(=O)OCC3=CC=CC=C3)=O)C=C1 3-(4-chlorobenzyl)-6-benzyloxycarbonyl-5,6,7,8-tetrahydropyrido[4,3-d]pyrimidine-2,4(1H,3H)-dione